(S)-2-((4-(1-(4-chloro-2-fluorobenzyl)-1h-indol-6-yl)piperazin-1-yl)methyl)-1-(oxetan-2-ylmethyl)-1h-benzo[d]imidazole-6-carboxylic acid ClC1=CC(=C(CN2C=CC3=CC=C(C=C23)N2CCN(CC2)CC2=NC3=C(N2C[C@H]2OCC2)C=C(C=C3)C(=O)O)C=C1)F